2-bromo-4-nitro-N-(2,4-difluorophenyl)-N-tert-butoxycarbonylaniline BrC1=C(N(C(=O)OC(C)(C)C)C2=C(C=C(C=C2)F)F)C=CC(=C1)[N+](=O)[O-]